4-(5-(4-fluoro-2,6-dimethylphenoxy)-1-methyl-2-oxo-1,2-dihydropyridin-4-yl)-6-methyl-7-oxo-6,7-dihydro-1H-pyrrolo[2,3-c]pyridine-2-carboxylic acid FC1=CC(=C(OC=2C(=CC(N(C2)C)=O)C=2C3=C(C(N(C2)C)=O)NC(=C3)C(=O)O)C(=C1)C)C